COC1=NC=C(C(=N1)C)NC(CC(=O)OC)=O methyl 3-[(2-methoxy-4-methyl-pyrimidin-5-yl)amino]-3-oxo-propanoate